methyl 3-((3-methoxy-3-oxopropyl) (methyl) amino)-3-oxopropanoate COC(CCN(C(CC(=O)OC)=O)C)=O